COC1=CC=C(C(=N1)C)N 6-methoxy-2-methyl-pyridin-3-amine